[Ru].CC1=C(C(=CC(=C1)C)C)N1C(N(CC1)C1=C(C=C(C=C1C)C)C)=C1C(CCCC1)P(C1CCCCC1)C1CCCCC1 1,3-bis(2,4,6-trimethylphenyl)-imidazolidin-2-ylidene-tricyclohexylphosphine ruthenium